7-(chloromethyl)imidazo[1,2-a]quinoxalin-4(5H)-one ClCC=1C=C2NC(C=3N(C2=CC1)C=CN3)=O